FC=1C=C(CC2=NC=3C(=NC(=CC3)C(=O)OC)N2C[C@H]2OCC2)C=CC1B1OC(C(O1)(C)C)(C)C methyl (S)-2-(3-fluoro-4-(4,4,5,5-tetramethyl-1,3,2-dioxaborolan-2-yl)benzyl)-3-(oxetan-2-ylmethyl)-3H-imidazo[4,5-b]pyridine-5-carboxylate